(5S*,8R*)-N-(2-chloro-4-fluorobenzyl)-5-fluoro-8-hydroxy-8-((3-methoxyazetidin-yl)methyl)-5,6,7,8-tetrahydroquinoline-5-carboxamide ClC1=C(CNC(=O)[C@]2(C=3C=CC=NC3[C@@](CC2)(CN2CC(C2)OC)O)F)C=CC(=C1)F |o1:7,14|